NC1=C(C(=NN1C(C)C)C1=CC=C(C=C1)CC(=O)NC1=CC(=NO1)C1=C(C=CC=C1F)F)C(=O)N 5-Amino-3-(4-(2-((3-(2,6-difluorophenyl)isoxazol-5-yl)amino)-2-oxoethyl)phenyl)-1-isopropyl-1H-pyrazole-4-carboxamide